C(C)(C)(C)C1=NN=C(O1)C(=O)N[C@H]1C2=C(CN(CC1)C(=O)OC(C)(C)C)C=C(C=C2)B2OC(C(O2)(C)C)(C)C tert-butyl (R)-5-(5-(tert-butyl)-1,3,4-oxadiazole-2-carboxamido)-8-(4,4,5,5-tetramethyl-1,3,2-dioxaborolan-2-yl)-1,3,4,5-tetrahydro-2H-benzo[c]azepine-2-carboxylate